CN1CC(N(CC1)CC(=O)O)=O 2-(4-methyl-2-oxopiperazin-1-yl)acetic acid